potassium citrate potassium sodium malate C(C(O)CC(=O)[O-])(=O)[O-].[Na+].[K+].C(CC(O)(C(=O)O)CC(=O)O)(=O)[O-].[K+]